FC(C1=C(C=CC(=C1)C#CC=O)C1=CC=CC=C1)(F)F 3-[2-(trifluoromethyl)[1,1'-biphenyl]-4-yl]prop-2-yn-1-one